5-(tert-butyl)-N-(5-(tert-butyl)-[1,1'-biphenyl]-2-yl)-N-(4-chloronaphthalen-2-yl)benzo[b]thiophen-3-amine C(C)(C)(C)C1=CC2=C(SC=C2N(C2=CC3=CC=CC=C3C(=C2)Cl)C2=C(C=C(C=C2)C(C)(C)C)C2=CC=CC=C2)C=C1